O=C1C2=C(N=C(N1)[C@H]1[C@@H](CC1)C1=NC=CC=N1)N(N=C2C#N)[C@@H](C)C2=CN=C(S2)C(F)(F)F 4-oxo-6-((1R,2R)-2-(pyrimidin-2-yl)cyclobutyl)-1-((S)-1-(2-(trifluoromethyl)thiazol-5-yl)ethyl)4,5-dihydro-1H-pyrazolo[3,4-d]pyrimidine-3-carbonitrile